ClC1=CC=C(C=C1)C=1N(C2=CC(=CC=C2C1SC)C)C1=C(C=CC=C1)C 2-(4-chlorophenyl)-6-methyl-3-(methylthio)-1-tolyl-1H-indole